Cl.N1C(=NC2=C1C=CC=C2)\C=C\2/C(N(C1=CC(=CC=C21)C(=O)NCC#C)CC2CCC(CC2)N)=O (Z)-3-((1H-benzo[d]imidazol-2-yl)methylene)-1-(((1r,4r)-4-aminocyclohexyl)methyl)-2-oxo-N-(prop-2-yn-1-yl)indoline-6-carboxamide hydrochloride